(9H-fluoren-9-yl)methyl ((3R,4R)-4-(hydroxymethyl)piperidin-3-yl)carbamate OC[C@H]1[C@H](CNCC1)NC(OCC1C2=CC=CC=C2C=2C=CC=CC12)=O